cycloheptane-1-sulfonamide methanesulfonate CS(=O)(=O)O.C1(CCCCCC1)S(=O)(=O)N